3-(5-(((1S,2S)-2-(3-(3-fluorophenyl)azetidin-1-yl)cyclopentyl)oxy)-1-oxoisoindolin-2-yl)piperidine-2,6-dione FC=1C=C(C=CC1)C1CN(C1)[C@@H]1[C@H](CCC1)OC=1C=C2CN(C(C2=CC1)=O)C1C(NC(CC1)=O)=O